2,5-difluoro-4-(6-(trifluoromethyl)pyridin-3-yl)aniline FC1=C(N)C=C(C(=C1)C=1C=NC(=CC1)C(F)(F)F)F